ClC1=C(N=C2C(=N1)N(N=C2I)C2OCCN2)C 6-chloro-3-iodo-5-methyl-1-(oxazolidin-2-yl)-1H-pyrazolo[3,4-b]pyrazine